ClC1=CC=C2C(=CNC2=C1OC)S(=O)(=O)NC1=NC=C(C(=N1)OC)CC(F)F 6-chloro-N-[5-(2,2-difluoroethyl)-4-methoxy-pyrimidin-2-yl]-7-methoxy-1H-indole-3-sulfonamide